1-(4-methylthiazol-5-yl)piperidin-3-one tert-butyl-(E)-1-oxo-2-(2-(1-trityl-1H-imidazol-4-yl)benzylidene)-8-azaspiro[4.5]decane-8-carboxylate C(C)(C)(C)OC(=O)N1CCC2(CC\C(\C2=O)=C/C2=C(C=CC=C2)C=2N=CN(C2)C(C2=CC=CC=C2)(C2=CC=CC=C2)C2=CC=CC=C2)CC1.CC=1N=CSC1N1CC(CCC1)=O